N-amyl-pyridine C(CCCC)N1CC=CC=C1